1-(4-(2,3-dimethylphenyl)piperidin-1-yl)-2-(3-(4-(2-hydroxyacetyl)piperazine-1-carbonyl)-4,5,6,7-tetrahydro-1H-indazol-1-yl)ethanone CC1=C(C=CC=C1C)C1CCN(CC1)C(CN1N=C(C=2CCCCC12)C(=O)N1CCN(CC1)C(CO)=O)=O